COC(C1=CC=C(COC2=C(C=C(C=O)C=C2)O)C=C1)OC 4-(4-(dimethoxymethyl)benzyloxy)-3-hydroxybenzaldehyde